OC1(OC(CC(C1)O)[C@@H]([C@@H](CO)O)O)C(=O)O 2,4-dihydroxy-6-((1R,2R)-1,2,3-trihydroxypropyl)tetrahydro-2H-pyran-2-carboxylic acid